CC(CCO)(CCC)C 3,3-dimethyl-1-hexanol